tert-butyl 5-(2-[4-({[(4-methoxyphenyl)methyl]amino} carbonylamino)phenyl]acetyl)-2,5-diazaspiro[3.3]heptane-2-carboxylate COC1=CC=C(C=C1)CNC(=O)NC1=CC=C(C=C1)CC(=O)N1C2(CN(C2)C(=O)OC(C)(C)C)CC1